SC(C(=O)OCC(COC(C(S)S)=O)(COC(C(S)S)=O)COC(C(S)S)=O)S pentaerythritol tetrakis(2-mercaptothioglycolate)